(4R,6S,E)-6-[2-cyclopropyl-4-(4-fluorophenyl)-3-quinolyl-vinyl]-4-hydroxy-3,4,5,6-tetrahydro-2H-pyran-2-one C1(CC1)C1=NC2=CC=CC=C2C(=C1/C=C/[C@@H]1C[C@H](CC(O1)=O)O)C1=CC=C(C=C1)F